(6-Chlorochroman-3-yl)(1-((R)-2-hydroxypropyl)-6-(3-methoxy-1H-pyrazol-4-yl)-1H-indazol-3-yl)methanone ClC=1C=C2CC(COC2=CC1)C(=O)C1=NN(C2=CC(=CC=C12)C=1C(=NNC1)OC)C[C@@H](C)O